isopropyl-2-amino-N,N,3-trimethylbenzamide C(C)(C)C1=C(C(=C(C(=O)N(C)C)C=C1)N)C